(1H-1,2,4-triazol-1-yl)benzoic acid N1(N=CN=C1)C1=C(C(=O)O)C=CC=C1